NC1=NC(=C2N=CN(C2=N1)[C@H]1C[C@@H]([C@@](O1)(C=C)CO)O)NC1CC1 (2R,3S,5R)-5-(2-amino-6-(cyclopropylamino)-9H-purin-9-yl)-2-(hydroxymethyl)-2-vinyltetrahydrofuran-3-ol